ClC1=CC=C(C=C1)N[C@H](C(=O)N(C)C)[C@@H](C)C1=CC=CC=C1 (2S,3S)-2-((4-Chlorophenyl)amino)-N,N-dimethyl-3-phenylbutanamide